N-(3-hydroxybenzyl)-2-[(3R)-3-methyl[1,4'-bipiperidin]-1'-yl]-1,3-thiazole-5-carboxamide OC=1C=C(CNC(=O)C2=CN=C(S2)N2CCC(CC2)N2C[C@@H](CCC2)C)C=CC1